methyl 2-(5-bromo-2-((tert-butyldimethylsilyl) oxy) phenyl)-4,4-dimethyl-3-oxopentanoate BrC=1C=CC(=C(C1)C(C(=O)OC)C(C(C)(C)C)=O)O[Si](C)(C)C(C)(C)C